FC1=C(C=C(C(=O)OC(C)C)C#N)C=CC=C1 isopropyl 2-fluoro-α-cyanocinnamate